benzyl N-[(1R)-1-[(2S)-3,4-dihydro-2H-pyran-2-yl]ethyl]carbamate O1[C@@H](CCC=C1)[C@@H](C)NC(OCC1=CC=CC=C1)=O